BrC1=CC(=C2C(=NNC2=C1)C)F 6-bromo-4-fluoro-3-methyl-1H-indazole